N-(6-(3,5-dimethylisoxazol-4-yl)-1-phenyl-1H-pyrazolo[3,4-d]pyrimidin-4-yl)-5-nitrothiophene-2-carboxamide CC1=NOC(=C1C1=NC(=C2C(=N1)N(N=C2)C2=CC=CC=C2)NC(=O)C=2SC(=CC2)[N+](=O)[O-])C